C1=C(C=CC2=CC=CC=C12)C=C=CC[C@@]1([C@H](OC2=CC=C(C=C2C1=O)[N+](=O)[O-])C1=CC=CC=C1)C(=O)OC (-)-Methyl (2R,3S)-3-((R)-4-(naphthalen-2-yl)buta-2,3-dien-1-yl)-6-nitro-4-oxo-2-phenylchromane-3-carboxylate